2-(triisopropylsilyl)oxazole C(C)(C)[Si](C=1OC=CN1)(C(C)C)C(C)C